C(#N)C1=CC=C(C=C1)S(=O)(=O)NC1=CC=C(C=C1)S(NC1=C(C(=CC=C1)Cl)C)(=O)=O 4-cyano-N-(4-(N-(3-chloro-2-methylphenyl)sulfamoyl)phenyl)benzenesulfonamide